2-(1-cyano-2-ethoxy-2-oxo-ethyl)-6-(trifluoromethyl)pyridine-4-carboxylate C(#N)C(C(=O)OCC)C1=NC(=CC(=C1)C(=O)[O-])C(F)(F)F